OC=1C=NN(C1)C(C(=O)OCC)C(C)C ethyl 2-(4-hydroxy-1H-pyrazol-1-yl)-3-methylbutyrate